C(#N)C1=CNC2=C(C=CC(=C12)C)NS(=O)(=O)C=1C=NN(C1)S(=O)(=O)C N-(3-Cyano-4-methyl-1H-indol-7-yl)-1-methylsulfonyl-pyrazol-4-sulfonamid